ClC1=CC(=C(C=C1)[C@H]([C@H](C)C=1N(C(C(=C(N1)C(=O)NC=1C=NOC1)O)=O)C)C1=CC=CC=C1)C#N 2-((1R,2S)-1-(4-chloro-2-cyanophenyl)-1-phenylpropan-2-yl)-5-hydroxy-N-(isoxazol-4-yl)-1-methyl-6-oxo-1,6-dihydropyrimidine-4-carboxamide